NC1=C(SC2=NC(=CC=C21)C)C(=O)N[C@@H]2CC=1C=CC(=NC1CC2)N2C[C@]1(CCCO1)[C@@H](C2)N 3-amino-N-[(6S)-2-[(5R,9R)-9-amino-1-oxa-7-azaspiro[4.4]nonan-7-yl]-5,6,7,8-tetrahydroquinolin-6-yl]-6-methylthieno[2,3-b]pyridine-2-carboxamide